NC1=NC=NC=2N(C3=C(C=C(C=C3C21)C2=CC(=NC=C2)C(F)(F)F)C)CC(=O)N2[C@@H]1C[C@@H]1C[C@H]2C(=O)NC2=NC(=CC=C2)Br (1R-3S,5R)-2-(2-(4-amino-8-methyl-6-(2-(trifluoromethyl)pyridin-4-yl)-9H-pyrimido[4,5-b]indol-9-yl)acetyl)-N-(6-bromopyridin-2-yl)-2-azabicyclo[3.1.0]hexane-3-carboxamide